C(CCC)OC(C)COC(C)COC(C)CO Tripropylen Glycol n-Butyl Ether